C12CC(CC(CC1)N2)N(C=2SC=1N=C(N=CC1N2)C=2C=C(C=1N(C2)C=C(N1)C)F)C N-[(3-exo)-8-azabicyclo[3.2.1]oct-3-yl]-5-(8-fluoro-2-methylimidazo[1,2-a]pyridin-6-yl)-N-methyl[1,3]thiazolo[5,4-d]pyrimidin-2-amine